[Li].C(#N)C=1C=CC(=C2N=CC=NC12)N1CC(CC(C1)(F)F)C(=O)O 1-(8-cyano-quinoxalin-5-yl)-5,5-difluoro-piperidine-3-carboxylic acid lithium